2-(3-(((1S,2S,3R,5R)-2-fluoro-1,5-dimethyl-8-azabicyclo[3.2.1]octan-3-yl)oxy)-1,2,4-triazin-6-yl)-5-(1H-imidazol-1-yl)phenol F[C@H]1[C@@]2(CC[C@](C[C@H]1OC=1N=NC(=CN1)C1=C(C=C(C=C1)N1C=NC=C1)O)(N2)C)C